COCC1=NC(=NC=C1C1=CC=C(C=C1)N1C(CCC1)=O)NC1=CC2=C(OC[C@H]3N2C(C2(C3)CC2)=O)N=C1 (S)-2'-((4-(methoxymethyl)-5-(4-(2-oxopyrrolidin-1-yl)phenyl)pyrimidin-2-yl)amino)-6a',7'-dihydro-6'H,9'H-spiro[cyclopropane-1,8'-pyrido[2,3-b]pyrrolo[1,2-d][1,4]oxazin]-9'-one